(S)-quinuclidin-3-yl ((R)-5-(2-chloro-4-methoxyphenyl)-2,2-dimethyl-2,3-dihydro-1H-inden-1-yl)carbamate ClC1=C(C=CC(=C1)OC)C=1C=C2CC([C@H](C2=CC1)NC(O[C@@H]1CN2CCC1CC2)=O)(C)C